{4-[(trifluoromethyl)thio]benzyl}-1H-indole-2-carboxylic acid FC(SC1=CC=C(CN2C(=CC3=CC=CC=C23)C(=O)O)C=C1)(F)F